C1(=CC=CC=C1)C1=C(C=CC=C1)O.[Na] sodium o-phenylphenol salt